2-ETHYL-5-HYDROXYBENZALDEHYDE C(C)C1=C(C=O)C=C(C=C1)O